CO[C@H]1CN2C(NC(C3=CC(=C(C(=C23)SC1)C1=CC(=NS1)C(F)(F)F)C(F)(F)F)=O)=O (S)-3-methoxy-10-(trifluoromethyl)-11-(3-(trifluoromethyl)isothiazol-5-yl)-3,4-dihydro-2H,6H-[1,4]thiazepino[2,3,4-ij]quinazoline-6,8(7H)-dione